C(CC)(=O)OCC(O)CO glyceryl monopropionate